FCC(CN1CC(C1)OC1=CC=C(OC=2C3=C(SC2C(=O)C2=C(C=C(C=C2C)F)C)C=C(C=C3)O)C=C1)(C)C (3-(4-((1-(3-fluoro-2,2-dimethylpropyl)azetidin-3-yl)oxy)phenoxy)-6-hydroxybenzo[b]thiophen-2-yl)(4-fluoro-2,6-dimethylphenyl)methanone